1-benzyl-1-(2-((2,6-dimethylphenyl)(methyl)amino)-2-oxoethyl)azepan-1-ium formate C(=O)[O-].C(C1=CC=CC=C1)[N+]1(CCCCCC1)CC(=O)N(C)C1=C(C=CC=C1C)C